((((9H-fluoren-9-yl)methoxy)carbonyl)amino)-1-((allyloxy)carbonyl)pyrrolidine-3-carboxylic acid C1=CC=CC=2C3=CC=CC=C3C(C12)COC(=O)NC1N(CCC1C(=O)O)C(=O)OCC=C